C(CCCC)C1CCC(CC1)[C@H]1[C@@](C=C(C=C1F)F)(C=1C(=C(C=CC1)C)C1=CC=CC=C1)N=C=S trans-(4'-pentylcyclohexyl)-3'-methyl-3,5-difluoro-1-isothiocyanatoterphenyl